2,3,5-trimethyl-pyridine CC1=NC=C(C=C1C)C